C(C1=CC=CC=C1)OC1=NC(=CC=C1C1=NN(C2=C(C=CC=C12)N1CCN(CC1)C(=O)[C@@H]1[C@H](CN(CC1)C(=O)OC(C)(C)C)C)C)OCC1=CC=CC=C1 tert-butyl (3R,4S)-4-(4-(3-(2,6-bis(benzyloxy)pyridin-3-yl)-1-methyl-1H-indazol-7-yl)piperazine-1-carbonyl)-3-methylpiperidine-1-carboxylate